tert-butyl 2-(2-oxopiperidin-1-yl)ethylcarbamate O=C1N(CCCC1)CCNC(OC(C)(C)C)=O